ClC1=C(NC2=CC=CC=C12)C=O 3-chloro-1H-indole-2-carbaldehyde